FC1(CC(C1)CN1CC2(C1)CC(C2)NC(=O)N2[C@@H](CN(C[C@@H]2C)C2=NC=C(C=N2)C(F)(F)F)C)F (2R,6S)-N-{2-[(3,3-difluorocyclobutyl)methyl]-2-azaspiro[3.3]heptan-6-yl}-2,6-dimethyl-4-[5-(trifluoromethyl)pyrimidin-2-yl]piperazine-1-carboxamide